4-chloro-N-(pyridin-3-yl)pyridin ClC1=CCN(C=C1)C=1C=NC=CC1